C(C)C(COC=1C(C(=O)O)=CC=CC1)CCCC.C(C=1C(O)=CC=CC1)(=O)OCCCCCCCC octyl salicylate (2-ethyl hexyl salicylate)